OC=1C(C(=CN2C1C(N1[C@@H](C2)C2CC1C2)=O)C(=O)NCC2=C(C=C(C=C2F)F)F)=O (1S,3S,11aR)-6-hydroxy-5,7-dioxo-N-(2,4,6-trifluorophenylmethyl)-2,3,5,7,11,11a-hexahydro-1H-1,3-methanopyrido[1,2-a]pyrrolo[1,2-d]pyrazine-8-carboxamide